C(C)N(CCCCCCCC(=O)NC1=CC=C(C=C1)NC1C(NC(CC1)=O)=O)CC 8-(Diethylamino)-N-(4-((2,6-dioxopiperidin-3-yl)amino)phenyl)octanamide